N-(2-(diethylamino)ethyl)-2-(3,3-difluoropyrrolidin-1-yl)-6-(4-(2-fluoro-6-methoxyphenyl)-1-oxo-1,3-dihydro-2H-pyrrolo[3,4-c]pyridin-2-yl)-4-methylnicotinamide C(C)N(CCNC(C1=C(N=C(C=C1C)N1CC=2C(=NC=CC2C1=O)C1=C(C=CC=C1OC)F)N1CC(CC1)(F)F)=O)CC